sodium bis(hexafluoroisopropyl) phosphate P(=O)(OC(C(F)(F)F)C(F)(F)F)(OC(C(F)(F)F)C(F)(F)F)[O-].[Na+]